3,4-dihydroxyphenylpropyl alcohol OC=1C=C(C=CC1O)CCCO